OC1=C2C(=C(C(=C3C=CC4=CC=CC(=C1)C4=C32)S(=O)(=O)[O-])S(=O)(=O)[O-])S(=O)(=O)[O-] hydroxypyrenetrisulfonate